methyl (S)-2-((tetrahydro-2H-pyran-4-yl) methoxy)-5-((2-(2,2,2-trifluoroethyl)-6-ethyl-3,4-dihydroquinolin-1(2H)-yl)sulfonyl)benzoate O1CCC(CC1)COC1=C(C(=O)OC)C=C(C=C1)S(=O)(=O)N1[C@@H](CCC2=CC(=CC=C12)CC)CC(F)(F)F